C(CC)(=O)OC1=C(C(=C(C(=C1)C(C)(C)C)O)C(C)(C)C)CCCCCCCCCCCCCCCCCC octadecyl-3,5-bis(1,1-dimethyl ethyl)-4-hydroxyphenyl propionate